maleic acid hydroxybutyl ester OCCCCOC(\C=C/C(=O)O)=O